FC=1C(=NC(=NC1)NC1=CC=C(C=C1)N1CCOCC1)OCC1CCC(CC1)OC(C)C 5-fluoro-4-((4-isopropoxycyclohexyl)methoxy)-N-(4-morpholinophenyl)pyrimidin-2-amine